N-[(3R)-7-[(3aR)-3a-amino-octahydrocyclopenta[c]pyrrol-2-yl]-3,4-dihydro-2H-1-benzopyran-3-yl]-3-amino-6-methylthieno[2,3-b]pyridine-2-carboxamide N[C@]12C(CN(C1)C1=CC3=C(C[C@H](CO3)NC(=O)C3=C(C=4C(=NC(=CC4)C)S3)N)C=C1)CCC2